3-Hydroxyisovalerylcarnitine CC(C)(CC(=O)OC(CC(=O)[O-])C[N+](C)(C)C)O